((tetrahydro-2H-pyran-4-yl)methyl)pyrimidin-4-amine O1CCC(CC1)CC1=NC=CC(=N1)N